C1OCC12CN(CC2)CC2=NN1C(C(N(CC1)C1=C(C=C(C=C1)C1=NC3=CC=C(C=C3C=N1)C(F)(F)F)C)=O)=C2C 2-((2-oxa-6-azaspiro[3.4]octan-6-yl)methyl)-3-methyl-5-(2-methyl-4-(6-(trifluoromethyl)quinazolin-2-yl)phenyl)-6,7-dihydropyrazolo[1,5-a]pyrazin-4(5H)-one